3H-imidazo[4,5-b]Pyridine-6-carbonitrile N1=CNC2=NC=C(C=C21)C#N